ClC=1C=C(C=CC1F)C1=CSC=2N=CNC(C21)=O 5-(3-chloro-4-fluorophenyl)-4-oxo-3H,4H-thieno[2,3-d]pyrimidin